4-methyl-2-{piperidinomethyl}phenol CC1=CC(=C(C=C1)O)CN1CCCCC1